tert-butyl 2-({6-[2-(dimethylamino) acetamido] pyridin-3-yl} amino)-5H,6H,7H,8H-pyrido[3,4-d]pyrimidine-7-carboxylate CN(CC(=O)NC1=CC=C(C=N1)NC=1N=CC2=C(N1)CN(CC2)C(=O)OC(C)(C)C)C